N-nitrophenylhydroxylamineamine [N+](=O)([O-])N(OC1=CC=CC=C1)N